3-(4-(4-(((hexahydro-2,5-methanopentalen-3a(1H)-yl)amino)methyl)phenethyl)-1-oxoisoindolin-2-yl)piperidine-2,6-dione C1C2CC3(CC(CC13)C2)NCC2=CC=C(CCC1=C3CN(C(C3=CC=C1)=O)C1C(NC(CC1)=O)=O)C=C2